C(C)(C)(C)OC(=O)N1CCC(CC1)NC1=NC=C(C(=N1)Cl)C#N 4-((4-chloro-5-cyanopyrimidin-2-yl)amino)piperidine-1-carboxylic acid tert-butyl ester